5-methyl-2,5-diazahexane CN(CCNC)C